N1(N=CC=C1)CCOC1=CC=C(C=C1)C1=CC=C(C=C1)C(C(=O)O)(C)C 2-(4'-(2-(1H-pyrazol-1-yl)ethoxy)-[1,1'-biphenyl]-4-yl)-2-methylpropionic acid